tert-butyl 3-[[7-bromo-2-chloro-8-fluoro-6-(trifluoromethyl)quinazolin-4-yl]-cyclopropyl-amino]azetidine-1-carboxylate BrC1=C(C=C2C(=NC(=NC2=C1F)Cl)N(C1CN(C1)C(=O)OC(C)(C)C)C1CC1)C(F)(F)F